3-ethoxy-5-methoxyphenylboronic acid C(C)OC=1C=C(C=C(C1)OC)B(O)O